CC1CC(C1)(C1=NN=CN1C)C=1C=C(C(=O)O)C=CC1 3-((1s,3s)-3-methyl-1-(4-methyl-4H-1,2,4-triazol-3-yl)cyclobutyl)benzoic acid